4-[3-propan-2-yl-2-(trifluoromethyl)imidazol-4-yl]pyrimidin-2-amine CC(C)N1C(=NC=C1C1=NC(=NC=C1)N)C(F)(F)F